(R)-N-(1-(3-aminopyrrolidin-1-yl)-4-(azetidin-1-yl)phthalazin-6-yl)acrylamide 2,2,2-trifluoroacetate FC(C(=O)O)(F)F.N[C@H]1CN(CC1)C1=NN=C(C2=CC(=CC=C12)NC(C=C)=O)N1CCC1